(racemic)-4-(3-chloro-4-(6-(1-methylcyclopropoxy)-9-(3-(trifluoromethyl)benzyl)-9H-purin-8-yl)phenoxy)-2-methylbutanoic acid ClC=1C=C(OCC[C@H](C(=O)O)C)C=CC1C=1N(C2=NC=NC(=C2N1)OC1(CC1)C)CC1=CC(=CC=C1)C(F)(F)F |r|